C1(=C(C(=CC2=CC=CC=C12)C(=O)O)C(=O)O)C1=CC=CC2=CC=CC=C12 1,1'-binaphthyldicarboxylic acid